4-(4-methoxy-2-oxo-2,3-dihydro-1H-1,3-benzodiazol-1-yl)-N-(3-methoxy-4-methylphenyl)piperidine-1-carboxamide Pyrosulfate boron [B+3].S(=O)(=O)([O-])OS(=O)(=O)[O-].COC1=CC=CC=2N(C(NC21)=O)C2CCN(CC2)C(=O)NC2=CC(=C(C=C2)C)OC.S(=O)(=O)([O-])OS(=O)(=O)[O-].S(=O)(=O)([O-])OS(=O)(=O)[O-].[B+3]